1-bromo-5-iodo-4-methoxy-2-(methylsulfinyl)benzene BrC1=C(C=C(C(=C1)I)OC)S(=O)C